4,4'-(Ethane-1,2-diylbis(azanediyl))bis(3-aminobenzamide) C(CNC1=C(C=C(C(=O)N)C=C1)N)NC1=C(C=C(C(=O)N)C=C1)N